O=C1NC(CCC1N1C(C2=CC=CC(=C2C1=O)N1CCN(CC1)CC1CCN(CC1)C1=C(C=C(C(=C1)OC)[N+](=O)[O-])F)=O)=O 2-(2,6-dioxopiperidin-3-yl)-4-(4-((1-(2-fluoro-5-methoxy-4-nitrophenyl)piperidin-4-yl)methyl)piperazin-1-yl)isoindoline-1,3-dione